N-(3-(7-fluoro-5-oxo-1-thioxo-1,2-dihydro-[1,2,4]triazolo[4,3-a]quinazolin-4(5H)-yl)propyl)-2-(piperidin-4-yl)acetamide FC=1C=C2C(N(C=3N(C2=CC1)C(NN3)=S)CCCNC(CC3CCNCC3)=O)=O